P(Cl)(Cl)Cl phosphorous acid, chloride